[Cl-].[Cl-].C1(C=CC=C1)[Hf+2]C1=C(C=CC=2C3=CC=C(C=C3CC12)C(C)(C)C)C(C)(C)C cyclopentadienyl-(2,7-di-tert-butyl-fluorenyl)hafnium dichloride